2-chloro-4-(8-(4-(4-((1-(2-(2,6-dioxopiperidin-3-yl)-1,3-dioxoisoindolin-5-yl)piperidin-4-yl)methyl)piperazine-1-carbonyl)phenyl)-3-methyl-2,8-diazaspiro[4.5]decan-2-yl)benzonitrile ClC1=C(C#N)C=CC(=C1)N1CC2(CC1C)CCN(CC2)C2=CC=C(C=C2)C(=O)N2CCN(CC2)CC2CCN(CC2)C=2C=C1C(N(C(C1=CC2)=O)C2C(NC(CC2)=O)=O)=O